BrC=1C=NC=2N(C1)C(=CN2)C(=O)NC 6-Bromo-N-methylimidazo[1,2-a]pyrimidine-3-carboxamide